N-methylhexanamide CNC(CCCCC)=O